(2S,4r)-1-[(2S)-3,3-dimethyl-2-[4-[(tetrahydropyran-4-ylamino)methyl]triazol-1-yl]butyryl]-4-hydroxy-N-methyl-pyrrolidine-2-carboxamide CC([C@@H](C(=O)N1[C@@H](C[C@H](C1)O)C(=O)NC)N1N=NC(=C1)CNC1CCOCC1)(C)C